NC1=NN=C(O1)C=1C(=CC(=C(C(=O)N2CCC(CC2)C2=CC=C(C#N)C=C2)C1)CC)CC 4-(1-(5-(5-amino-1,3,4-oxadiazol-2-yl)-2,4-diethylbenzoyl)piperidin-4-yl)benzonitrile